(S)-3-((6-(1-phenylethoxy)pyrazin-2-yl)amino)-1H-pyrazole-5-carbonitrile C1(=CC=CC=C1)[C@H](C)OC1=CN=CC(=N1)NC1=NNC(=C1)C#N